N2-(5-chloro-1H-pyrrolo[2,3-b]pyridin-3-yl)-N1-methyl-5-(trifluoromethyl)-1H-benzo[d]imidazole-1,2-diamine hydrochloride Cl.ClC=1C=C2C(=NC1)NC=C2NC2=NC1=C(N2NC)C=CC(=C1)C(F)(F)F